((((1R,3R,5S,7R)-3,5-dimethyl adamantane-1-yl) carbamyl) oxy)-methyl benzoate C(C1=CC=CC=C1)(=O)OCOC(NC12C[C@]3(C[C@](CC(C1)C3)(C2)C)C)=O